(S)-2-(1-(2,5-dichloropyrimidin-4-yl)piperidin-2-yl)ethan-1-ol ClC1=NC=C(C(=N1)N1[C@@H](CCCC1)CCO)Cl